methyl (2S)-2-[[(2S)-2-amino-3-cyclopropyl-propanoyl]amino]-3-(5-oxo-4-azaspiro[2.5]octan-6-yl)propanoate N[C@H](C(=O)N[C@H](C(=O)OC)CC1C(NC2(CC2)CC1)=O)CC1CC1